8-benzyloxy-4-(3,4-difluorophenyl)-2-oxido-3-tetrahydropyran-4-yl-isoquinolin-2-ium C(C1=CC=CC=C1)OC=1C=CC=C2C(=C([N+](=CC12)[O-])C1CCOCC1)C1=CC(=C(C=C1)F)F